pentaerythritol tetrathiolate S1SSSC1C(=O)OCC(CO)(CO)CO